O1COC2=C1C=CC(=C2)C(=O)N2CCNC1=C(C2)C=CC=C1 1,3-benzodioxol-5-yl(1,2,3,5-tetrahydro-4H-1,4-benzodiazepin-4-yl)methanone